(3-(5-(2-methyl-[1,1'-biphenyl]-3-yl)-1,3,4-oxadiazol-2-yl)benzyl)-L-threonine CC1=C(C=CC=C1C1=NN=C(O1)C=1C=C(CN[C@@H]([C@H](O)C)C(=O)O)C=CC1)C1=CC=CC=C1